2-Chloro-4-((R)-8-(6-(3-((4-(3-(((R)-2,6-dioxopiperidin-3-yl)amino)phenyl)piperidin-1-yl)methyl)azetidine-1-carbonyl)pyridazin-3-yl)-3-methyl-2,8-diazaspiro[4.5]decan-2-yl)benzonitrile ClC1=C(C#N)C=CC(=C1)N1CC2(C[C@H]1C)CCN(CC2)C=2N=NC(=CC2)C(=O)N2CC(C2)CN2CCC(CC2)C2=CC(=CC=C2)N[C@H]2C(NC(CC2)=O)=O